ClC1=CC=C(C=C1)S(=O)(=O)N1C=C(C=C1C1=C(C=CC=C1)F)CNC([2H])([2H])[2H] N-((1-((4-chlorophenyl)sulfonyl)-5-(2-fluorophenyl)-1H-pyrrol-3-yl)methyl)methane-d3-amine